FC=1NN=C2C=CC=CC12 3-fluoro-2H-indazole